C(C)(C)(C)OC(C=C)=O acrylic acid-tert-butyl ester